2,3-dihydroxy-N-(1-(4-methoxyphenyl)-2-oxo-2-((4-(trimethylsilyl)phenyl)amino)ethyl)propanamide tert-butyl-4-(7-bromo-2,6-dichloro-quinazolin-4-yl)piperazine-1-carboxylate C(C)(C)(C)OC(=O)N1CCN(CC1)C1=NC(=NC2=CC(=C(C=C12)Cl)Br)Cl.OC(C(=O)NC(C(NC1=CC=C(C=C1)[Si](C)(C)C)=O)C1=CC=C(C=C1)OC)CO